NCC1(C(N(CC1)C1=CC=C(C=C1)OC)=O)COC 3-(aminomethyl)-3-(methoxymethyl)-1-(4-methoxyphenyl)pyrrolidin-2-one